methyl (S)-2-(5-(4-chlorophenyl)-2-thioxo-2,3-dihydro-1H-benzo[e][1,4]diazepin-3-yl)acetate ClC1=CC=C(C=C1)C=1C2=C(NC([C@@H](N1)CC(=O)OC)=S)C=CC=C2